C(OCI)(OC1=C(C(=C(C(=C1F)F)F)F)F)=O iodomethyl (2,3,4,5,6-pentafluorophenyl) carbonate